(2r,3s,4s,5r)-N-(6-(1-((tert-butyldimethylsilyl)oxy)-2-methoxyethyl)pyridin-3-yl)-3-(3,4-difluoro-2-methoxyphenyl)-4,5-dimethyl-5-(trifluoromethyl)tetrahydrofuran-2-carboxamide [Si](C)(C)(C(C)(C)C)OC(COC)C1=CC=C(C=N1)NC(=O)[C@@H]1O[C@]([C@H]([C@H]1C1=C(C(=C(C=C1)F)F)OC)C)(C(F)(F)F)C